ClC(=C)F Z-1-chloro-1-fluoroethene